NC1=CC(=C2C(N(CCCCC[C@@](C3=NN=C(C1=N2)O3)(C(F)(F)F)O)C=3C=NC=CC3)=O)C(F)(F)F (6R)-17-amino-6-hydroxy-12-(3-pyridyl)-6,15-bis(trifluoromethyl)-19-oxa-3,4,12,18-tetrazatricyclo[12.3.1.12,5]nonadeca-1(18),2,4,14,16-pentaen-13-one